O1POCCC1 1,3,2-Dioxaphosphorinane